BrC1=CC=C(C=C1)NCC1=CC2=C(C(=CC(O2)=O)C(F)(F)F)C=C1 7-(((4-bromophenyl)amino)methyl)-4-trifluoromethyl-2H-1-benzopyran-2-one